dimethoxy-ortho-xylene COC=1C(=C(C(=CC1)C)C)OC